8-fluoro-1,3,4,5-tetrahydro-6H-azepino[5,4,3-cd]indol FC=1C=C2C=3C(=CNC3C1)CCNC2